C(C)(C)(C)OC(=O)N1CCN(CC1)C1=CC=2C(=C(N=NC2O)C)C=N1 4-(1-hydroxy-4-methylpyrido[3,4-d]pyridazin-7-yl)piperazine-1-carboxylic acid tert-butyl ester